O=C[C@@H](O)[C@@H](O)C(=O)[C@H](O)C 4-dehydro-D-Rhamnose